N-(4-(2,4-difluorophenoxy)-5-(2,6-dimethylpyridin-4-yl)-2-methoxyphenyl)ethanesulfonamide FC1=C(OC2=CC(=C(C=C2C2=CC(=NC(=C2)C)C)NS(=O)(=O)CC)OC)C=CC(=C1)F